1-(tert-butyl) 3-methyl 3-methylpiperidine-1,3-dicarboxylate CC1(CN(CCC1)C(=O)OC(C)(C)C)C(=O)OC